1-(6-(4-(5-chloro-1,6-dimethyl-1H-indazol-7-yl)-3,7,7-trimethyl-7,8-dihydro-5H-pyrano[4,3-b]pyridin-2-yl)-2,6-diazaspiro[3.4]octan-2-yl)-2-propen-1-one ClC=1C=C2C=NN(C2=C(C1C)C1=C2C(=NC(=C1C)N1CC3(CN(C3)C(C=C)=O)CC1)CC(OC2)(C)C)C